di-nitrophenol [N+](=O)([O-])C=1C(=C(C=CC1)O)[N+](=O)[O-]